COC=1C=C(C=CC2=NN(C3=NC=NC(=C32)N)C3CNCC3)C=C(C1)OC 3-(3,5-Dimethoxystyryl)-1-(pyrrolidin-3-yl)-1H-pyrazolo[3,4-d]pyrimidin-4-amine